C(C=C)(=O)N1CC2(C1)[C@@H](N(CC2)C2=C(C(=C1C(=N2)CC(C1)(C)C)C1=C2C=NNC2=CC=C1C)C#N)C 2-((S)-2-acryloyl-5-methyl-2,6-diazaspiro[3.4]octan-6-yl)-6,6-dimethyl-4-(5-methyl-1H-indazol-4-yl)-6,7-dihydro-5H-cyclopenta[b]pyridine-3-carbonitrile